6-bromo-N-methyl-5-((3-(trifluoromethyl)benzyl)amino)pyrazine-2-sulfonamide BrC1=C(N=CC(=N1)S(=O)(=O)NC)NCC1=CC(=CC=C1)C(F)(F)F